2-(((4-nitrophenoxy)carbonyl)amino)ethane-1-sulfonic acid [N+](=O)([O-])C1=CC=C(OC(=O)NCCS(=O)(=O)O)C=C1